C(N)(OC1([C@H]([C@@H](C1)NC=1N=CC2=C(N1)C(=NC(=C2)C#N)NCC)C(C)(C)C)C)=O tert-butyl((trans)-3-((6-cyano-8-(ethylamino) pyrido[3,4-d]pyrimidin-2-yl) amino)-1-methylcyclobutyl) carbamate